FC=1C=CC(=NC1)C1=NN2C(OCC(C2)C)=C1C1=CC(=NC=C1)NC(CC)=O N-(4-(2-(5-Fluoropyridin-2-yl)-6-methyl-6,7-dihydro-5H-pyrazolo[5,1-b][1,3]oxazin-3-yl)pyridin-2-yl)propionamide